N-(2-(1-methyl-Pyrrolidin-2-yl)ethyl)benzamide methyl-(3S)-1-(3-(5-bromo-3,6-dihydropyridin-1(2h)-yl)-2-((tert-butoxycarbonyl)amino)propanoyl)hexahydropyridazine-3-carboxylate COC(=O)[C@H]1NN(CCC1)C(C(CN1CCC=C(C1)Br)NC(=O)OC(C)(C)C)=O.CN1C(CCC1)CCNC(C1=CC=CC=C1)=O